N-(4-(4-amino-5-(3-methoxy-4-(6-methylpyridin-2-yloxy)phenyl)-7-methyl-7H-pyrrolo[2,3-d]pyrimidin-6-yl)phenyl)but-2-ynamide NC=1C2=C(N=CN1)N(C(=C2C2=CC(=C(C=C2)OC2=NC(=CC=C2)C)OC)C2=CC=C(C=C2)NC(C#CC)=O)C